COC1=C(C=C(C=C1)OC1=CC=C(C=C1)C(F)(F)F)NC(=O)C1N(C(CCC1)=O)C N-(2-methoxy-5-(4-(trifluoromethyl)phenoxy)phenyl)-1-methyl-6-oxopiperidine-2-carboxamide